C(=O)C=1C=C(C(=O)NC)C=CC1O 3-FORMYL-4-HYDROXY-N-METHYLBENZAMIDE